1-(difluoromethyl)-4-ethanyl-1H-pyrazole FC(N1N=CC(=C1)CC)F